1-(4-(1H-pyrazol-1-yl)phenyl)-3-(2,6-difluoro-3,5-dimethoxyphenyl)-7-(1,3-dimethyl-1H-pyrazol-4-yl)-3,4-dihydropyrido[4,3-d]pyrimidin-2(1H)-one N1(N=CC=C1)C1=CC=C(C=C1)N1C(N(CC2=C1C=C(N=C2)C=2C(=NN(C2)C)C)C2=C(C(=CC(=C2F)OC)OC)F)=O